1-(chloromethyl)-4-((methylsulfonyl)methyl)benzene ClCC1=CC=C(C=C1)CS(=O)(=O)C